N-(1'-isopropyl-6-morpholino-spiro[3H-benzofuran-2,4'-piperidine]-5-yl)pyrazolo[1,5-a]pyrimidine-3-carboxamide C(C)(C)N1CCC2(CC1)OC1=C(C2)C=C(C(=C1)N1CCOCC1)NC(=O)C=1C=NN2C1N=CC=C2